C(C)(C)(C)OC(=O)N1C[C@](OC2=C(C1)N=C(C=C2)O)(C)CC (S)-2-ethyl-7-hydroxy-2-methyl-2,3-dihydropyrido[2,3-f][1,4]oxazepine-4(5H)-carboxylic acid tert-butyl ester